1-[2-methoxy-4-(trifluoromethyl)phenyl]-N-[(3R)-1-methyl-3-piperidyl]imidazo[1,5-d][1,2,4]triazin-4-amine COC1=C(C=CC(=C1)C(F)(F)F)C=1C=2N(C(=NN1)N[C@H]1CN(CCC1)C)C=NC2